(R)-3,5-dibromo-N-(1-(dibenzo[b,d]furan-2-yl)ethyl)pyrazin-2-amine BrC=1C(=NC=C(N1)Br)N[C@H](C)C1=CC2=C(OC3=C2C=CC=C3)C=C1